7-(5-chloro-2-(4-chloro-1H-1,2,3-triazol-1-yl)phenyl)furo[3,2-b]pyridin-5(4H)-one ClC=1C=CC(=C(C1)C=1C2=C(NC(C1)=O)C=CO2)N2N=NC(=C2)Cl